ClC=1N=CC2=C(N(C3=CC(=CC=C23)OC)CC2=CC=C(C=C2)C=2N(C=C(N2)C(F)(F)F)C(C)C)N1 2-chloro-9-(4-(1-isopropyl-4-(trifluoromethyl)-1H-imidazol-2-yl)benzyl)-7-methoxy-9H-pyrimido[4,5-b]indole